4-(((1r,4r)-4-(2-hydroxy-prop-2-yl)cyclohexyl)amino)-6-(1H-imidazol-1-yl)-1-methyl-1,7-naphthyridin-2(1H)-one OC(C)(C)C1CCC(CC1)NC1=CC(N(C2=CN=C(C=C12)N1C=NC=C1)C)=O